FC(CCCN1N=C(C=2C(CCCC12)=O)C(F)(F)F)(F)F 1-(4,4,4-trifluorobutyl)-3-(trifluoromethyl)-6,7-dihydro-5H-indazol-4-one